Butylacrolein CCCC/C=C/C=O